N[C@@H](CC(=O)[O-])C(=O)[O-] Aspartate